1-isopropyl-N-(1-(4-(1-isopropyl-6-oxo-1,6-dihydropyrimidin-5-yl)phenyl)cyclopropyl)-1H-pyrazolo[3,4-d]pyrimidine-6-carboxamide C(C)(C)N1N=CC=2C1=NC(=NC2)C(=O)NC2(CC2)C2=CC=C(C=C2)C2=CN=CN(C2=O)C(C)C